CC1=C(C2=C(N=N1)SC1=C2N=CN=C1NCC1=CC=C(C(=O)NC2CC3(COC3)C2)C=C1)C 4-[[(3,4-dimethylpyrimido[4',5':4,5]thieno[2,3-c]pyridazin-8-yl)amino]methyl]-N-(2-oxaspiro[3.3]heptan-6-yl)benzamide